tert-butyl (8-(4-aminophenyl)octyl)(tert-butoxycarbonyl)carbamate NC1=CC=C(C=C1)CCCCCCCCN(C(OC(C)(C)C)=O)C(=O)OC(C)(C)C